CNCCC N-methyl-N-propylamin